hexamethyl-hexaallylcyclohexasiloxane C[Si]1(O[Si](O[Si](O[Si](O[Si](O[Si](O1)(CC=C)C)(CC=C)C)(CC=C)C)(CC=C)C)(CC=C)C)CC=C